C(OCC(F)(F)F)(OC(F)(F)F)=O (2,2,2-trifluoroethyl) (trifluoromethyl) carbonate